vinyl-dimethyl-mono(2-methoxyethoxy)silane tricopper-iridium [Ir].[Cu].[Cu].[Cu].C(=C)[Si](OCCOC)(C)C